benzyl N-{1-[5-bromo-3-(2-trimethylsilylethoxymethyl)imidazo[4,5-b]pyridin-2-yl]-2,2-dicyclopropylethyl}-carbamate BrC1=CC=C2C(=N1)N(C(=N2)C(C(C2CC2)C2CC2)NC(OCC2=CC=CC=C2)=O)COCC[Si](C)(C)C